4-(6-((4-(cyclopropanecarbonyl)-2-methylbenzyl)oxy)pyridin-2-yl)-2-methylpiperazine-1-carboxylic acid Butyl ester C(CCC)OC(=O)N1C(CN(CC1)C1=NC(=CC=C1)OCC1=C(C=C(C=C1)C(=O)C1CC1)C)C